benzyl (3S,5R)-3,5-dimethyl-4-(3-((5-nitropyridin-2-yl)oxy)propyl)piperazine-1-carboxylate C[C@H]1CN(C[C@H](N1CCCOC1=NC=C(C=C1)[N+](=O)[O-])C)C(=O)OCC1=CC=CC=C1